methyl 2-(cyclopent-1-en-1-yl)-6-methoxynicotinate C1(=CCCC1)C1=C(C(=O)OC)C=CC(=N1)OC